C1(CCCC1)N1[C@@H](C(N(C=2C=NC(=NC12)NC1=C(C=C(C(=O)N)C=C1)OC)C)=O)CC 4-[[(7R)-8-cyclopentyl-7-ethyl-5-methyl-6-oxo-7H-pteridin-2-yl]amino]-3-methoxy-benzamide